[Ca+2].FC1=CC=C(C=C1)C=1N(C(=C(C1C1=CC=CC=C1)C(=O)NC1=CC=C(C=C1)CO)C(C)C)CC[C@H](C[C@H](CC(=O)[O-])O)O.FC1=CC=C(C=C1)C=1N(C(=C(C1C1=CC=CC=C1)C(=O)NC1=CC=C(C=C1)CO)C(C)C)CC[C@H](C[C@H](CC(=O)[O-])O)O.FC1=CC=C(C=C1)C=1N(C(=C(C1C1=CC=CC=C1)C(=O)NC1=CC=C(C=C1)CO)C(C)C)CC[C@H](C[C@H](CC(=O)[O-])O)O.FC1=CC=C(C=C1)C=1N(C(=C(C1C1=CC=CC=C1)C(=O)NC1=CC=C(C=C1)CO)C(C)C)CC[C@H](C[C@H](CC(=O)[O-])O)O (3R,5R)-7-[2-(4-fluorophenyl)-5-isopropyl-3-phenyl-4-[(4-hydroxymethylphenylamino)carbonyl]-pyrrol-1-yl]-3,5-dihydroxyheptanoic acid-hemicalcium salt